C(C)C1(C(OCC=2C(N3CC=4C(=NC=5C=C(C(=CC5C4C4=CC=C(C=C4)N)C)F)C3=CC21)=O)=O)O 4-ethyl-8-fluoro-4-hydroxy-11-(4-aminophenyl)-9-methyl-1,12-dihydro-14H-pyrano[3',4':6,7]indolizino[1,2-b]quinoline-3,14(4H)-dione